C(C)(C)(C)[S@@](=O)N[C@@H]1C=2N=CSC2CC12CCN(CC2)C(=O)OC(C)(C)C tert-butyl (4S)-4-((R)-tert-butylsulfinylamino)spiro[4,6-dihydrocyclopenta[d]thiazole-5,4'-piperidine]-1'-carboxylate